N-((R)-1,4-dioxo-1-(((R)-4-phenyl-1-(4,4,5,5-tetramethyl-1,3,2-dioxaborolan-2-yl)butyl)amino)-4-(piperidin-1-yl)butan-2-yl)pyrazine-2-carboxamide platinum (0) [Pt].O=C([C@@H](CC(N1CCCCC1)=O)NC(=O)C1=NC=CN=C1)N[C@@H](CCCC1=CC=CC=C1)B1OC(C(O1)(C)C)(C)C